di(2-ethyl hexyl) adipate C(CCCCC(=O)OCC(CCCC)CC)(=O)OCC(CCCC)CC